ClC=1C(=C(C=CC1Cl)O)C1=CC=2N(C=C1)C=C(N2)C(C2CCNCC2)O 3,4-Dichloro-2-(2-(hydroxy(piperidin-4-yl)methyl)imidazo[1,2-a]pyridin-7-yl)phenol